C(C)(C)(C)OC(=O)N1C=CC2=C(C(=CC(=C12)C)OC)CN1[C@@H](CC(CC1)(O)C1CC1)C1=CC=C(C=C1)C(=O)OC 4-{[(2S)-4-cyclopropyl-4-hydroxyl-2-(4-(methyl-Oxycarbonyl)phenyl)piperidin-1-yl]methyl}-5-methoxy-7-methyl-1H-indole-1-carboxylic acid tert-butyl ester